ClC=1C=CC(=C2C=NN(C(C12)=O)C)C(C1CC2(CNC2)C1)C1COC1 8-chloro-2-methyl-5-(oxetan-3-yl-(2-azaspiro[3.3]heptan-6-yl)methyl)phthalazin-1(2H)-one